FC1=CC=CC(=N1)CC[C@@H](C)[C@H]1CC[C@H]2[C@@H]3CC=C4C[C@H](CC[C@@]4([C@H]3CC[C@]12C)C)O (3S,8S,9S,10R,13R,14S,17R)-17-((R)-4-(6-fluoropyridin-2-yl)butan-2-yl)-10,13-dimethyl-2,3,4,7,8,9,10,11,12,13,14,15,16,17-tetradecahydro-1H-cyclopenta[a]phenanthren-3-ol